COC(=O)N1C(CC(C1)C1=CC=C(C=C1)C(F)(F)F)C1=CC=C(C(=O)O)C=C1 4-(1-(methoxyformyl)-4-(4-(trifluoromethyl)phenyl)pyrrolidin-2-yl)benzoic acid